FC(C1=C(N=NC(=C1)C1=C(C=CC(=C1)F)F)NC1C[C@@H]2[C@@H](CN(C2)C([2H])([2H])C2CCOCC2)C1)F (3aR,5s,6aS)-N-(4-(difluoromethyl)-6-(2,5-difluorophenyl)pyridazin-3-yl)-2-((tetrahydro-2H-pyran-4-yl)methyl-d2)octahydrocyclopenta[c]pyrrol-5-amine